N-((5-(2,4-dioxotetrahydropyrimidin-1(2H)-yl)pyridin-2-yl)methyl)-4,9-dioxo-4,9-dihydronaphtho[2,3-b]furan-2-carboxamide O=C1N(CCC(N1)=O)C=1C=CC(=NC1)CNC(=O)C1=CC2=C(O1)C(C1=CC=CC=C1C2=O)=O